[Ru](Cl)Cl.CC1=C(C(=C(C1(C1=C2CCC(=C1)C2)C)C)C)C pentamethylcyclopentadienyl-(norbornadiene) ruthenium (II) chloride